FC(C1=NN(C(C=2N1C1=C(C2)SC=C1)=O)CC(=O)O)F 2-(5-(difluoromethyl)-8-oxothieno[2',3':4,5]pyrrolo[1,2-d][1,2,4]triazin-7(8H)-yl)acetic acid